(S)-1-(2-(4-(furo[3,2-c]pyridin-7-ylamino)piperidin-1-yl)acetyl)pyrrolidine-2-carbonitrile O1C=CC=2C=NC=C(C21)NC2CCN(CC2)CC(=O)N2[C@@H](CCC2)C#N